O1CC(C1)N1C2CNCC1C2 7-(oxetan-3-yl)-3,7-diazabicyclo[3.1.1]heptane